N-methyl-4-((3'-oxo-2',3'-dihydro-1'H-spiro[cyclohexane-1,4'-pyrimido[5',4':4,5]pyrrolo[2,1-c][1,2,4]triazin]-7'-yl)amino)benzamide CNC(C1=CC=C(C=C1)NC=1N=CC=2C=C3NNC(C4(N3C2N1)CCCCC4)=O)=O